3-((tert-butyldimethylsilyl)oxy)-5-(2,4-dioxo-3,4-dihydropyrimidin-1(2H)-yl)-4-fluorotetrahydrofuran-2-carboxylic acid (2s,3r,4r,5r)-tert-butyl ester C(C)(C)(C)OC(=O)C1OC(C(C1O[Si](C)(C)C(C)(C)C)F)N1C(NC(C=C1)=O)=O